tert-Butyl (7-(1-ethoxyvinyl)quinoline-4-carbonyl)glycinate C(C)OC(=C)C1=CC=C2C(=CC=NC2=C1)C(=O)NCC(=O)OC(C)(C)C